Cl.FC1=CC(=CC2=C1N=C(S2)C=2CCNCC2)C2=CC1=CN(N=C1C(=C2)C#N)C 5-[4-Fluoro-2-(1,2,3,6-tetrahydropyridin-4-yl)-1,3-benzothiazol-6-yl]-2-methyl-2H-indazol-7-carbonitril-Hydrochlorid